N,N-bis(2-ethoxyethyl)-3-methoxy-4-trifluoromethyl-1H-pyrazol-5-amine C(C)OCCN(C1=C(C(=NN1)OC)C(F)(F)F)CCOCC